BrC1=C(C(=C2C(=NC=NC2=C1)O)OCCNCCN(C)C)Cl 7-bromo-6-chloro-5-(2-((2-(dimethylamino)ethyl)amino)ethoxy)quinazolin-4-ol